C[C@@H]([C@H](C)O)O (2S,3S)-(+)-2,3-butanediol